5-((2-((1r,5s)-8-azabicyclo[3.2.1]oct-8-yl)-5-chloropyrimidin-4-yl)amino)-3-(3-hydroxy-3-methylbutyl)-1-methyl-1,3-dihydro-2H-benzo[d]imidazol-2-one [C@@H]12CCC[C@@H](CC1)N2C2=NC=C(C(=N2)NC2=CC1=C(N(C(N1CCC(C)(C)O)=O)C)C=C2)Cl